4-(3-isopropyl-5-(1-((1r,5s)-8-methyl-8-azabicyclo[3.2.1]oct-3-yl)piperidin-4-yl)-1H-indol-2-yl)-1H-pyrazolo[3,4-b]pyridine C(C)(C)C1=C(NC2=CC=C(C=C12)C1CCN(CC1)C1C[C@H]2CC[C@@H](C1)N2C)C2=C1C(=NC=C2)NN=C1